Br.C(CCC)NC1=CC=CC=C1 N-butylaniline HBr